5-((5-fluoropyridin-3-yl)methyl)-6-(2-(2-(methylthio)ethoxy)pyrimidin-5-yl)pyridazine-3(2H)-one FC=1C=C(C=NC1)CC1=CC(NN=C1C=1C=NC(=NC1)OCCSC)=O